4-amino-7-{(1R)-1-[1-(2-fluorophenyl)-1H-1,2,3-triazol-4-yl]propyl}-5-[2-(trifluoromethyl)pyrimidin-5-yl]pyrrolo[2,1-f][1,2,4]triazine-6-carbonitrile NC1=NC=NN2C1=C(C(=C2[C@@H](CC)C=2N=NN(C2)C2=C(C=CC=C2)F)C#N)C=2C=NC(=NC2)C(F)(F)F